FC1=C(N=CC2=C1N=C(N=C2N2CCC(CC2)(C(=O)N)O)OCC21CCCN1CCC2)C2=CC(=CC1=CC=CC=C21)O 1-(8-fluoro-7-(3-hydroxynaphth-1-yl)-2-((tetrahydro-1H-pyrrolizin-7a(5H)-yl)methoxy)pyrido[4,3-d]pyrimidin-4-yl)-4-hydroxypiperidine-4-carboxamide